(R)-benzyl 4-((1-(N-(5-chloro-4-(cyclopentylmethoxy)-2-fluorobenzoyl)sulfamoyl)pyrrolidin-3-yl)oxy)piperidine-1-carboxylate ClC=1C(=CC(=C(C(=O)NS(=O)(=O)N2C[C@@H](CC2)OC2CCN(CC2)C(=O)OCC2=CC=CC=C2)C1)F)OCC1CCCC1